OCC1C2(CN(C2)C(=O)OC(C)(C)C)CCN1 tert-butyl 5-(hydroxymethyl)-2,6-diazaspiro[3.4]octane-2-carboxylate